O.Cl.N[C@@]1(C(NC(CC1)=O)=O)C (S)-3-amino-3-methylpiperidine-2,6-dione hydrochloride monohydrate